ClC1=CC2=C(C=3N=C(C(=NC3C=C2)C2=CC=CC=C2)C2=CC=CC=C2)C=C1 8-chloro-2,3-diphenylbenzo[f]quinoxaline